F[C@H]1CN(CC[C@H]1NC1=CC=CC=2N1N=C(C2CC(F)(F)F)C#CCNC(=O)C=2C=NN1C2CCCC1)C N-[3-(7-{[(3S,4R)-3-fluoro-1-methylpiperidin-4-yl]amino}-3-(2,2,2-trifluoroethyl)pyrazolo[1,5-a]pyridin-2-yl)prop-2-yn-1-yl]-4,5,6,7-tetrahydropyrazolo[1,5-a]pyridine-3-carboxamide